tert-Butyl (2S)-5-{[(1S)-1-cyano-2-(4'-cyanobiphenyl-4-yl)ethyl]carbamoyl}-1,4-oxazepane-4-carboxylate C(#N)[C@H](CC1=CC=C(C=C1)C1=CC=C(C=C1)C#N)NC(=O)C1N(CCOCC1)C(=O)OC(C)(C)C